2-chloro-N-(5-nitro-1,2-benzothiazol-3-yl)acetamide ClCC(=O)NC1=NSC2=C1C=C(C=C2)[N+](=O)[O-]